NC1=NC=NN2C1=CC=C2[C@]2([C@@H]([C@@H]([C@H](O2)COP(=O)(OC2=CC=CC=C2)NC(C(=O)[O-])C(C)C)O)O)C#N (((((2R,3S,4R,5R)-5-(4-aminopyrrolo[2,1-f][1,2,4]triazin-7-yl)-5-cyano-3,4-dihydroxytetrahydrofuran-2-yl) methoxy) (phenoxy) phosphoryl) amino)-3-methylbutyrate